2-(2'-hydroxyethyl)oxolane OCCC1OCCC1